tert-butyl ((1r,3r)-3-(4-(2-(4-hydroxyphenyl)propan-2-yl)phenoxy)cyclobutyl)carbamate OC1=CC=C(C=C1)C(C)(C)C1=CC=C(OC2CC(C2)NC(OC(C)(C)C)=O)C=C1